C(#N)C1=CC(=C(C=C1)COC1=CC=CC(=N1)N1CCC2(C(C2)C=2N(C3=C(N2)C(=CC(=C3)C(=O)O)F)CCOC)CC1)F 2-[6-[6-[(4-cyano-2-fluoro-phenyl)methoxy]-2-pyridyl]-6-azaspiro[2.5]octan-2-yl]-7-fluoro-3-(2-methoxyethyl)benzimidazole-5-carboxylic acid